(S)-N-(7-(3-hydroxy-3-methylbut-1-yn-1-yl)-5-methyl-4-oxo-2,3,4,5-tetrahydrobenzo[b][1,4]oxazepin-3-yl)-4-(oxazol-4-ylmethyl)picolinamide OC(C#CC1=CC2=C(OC[C@@H](C(N2C)=O)NC(C2=NC=CC(=C2)CC=2N=COC2)=O)C=C1)(C)C